FC1=C(C(=C(C(=C1[B-](C1=C(C(=C(C(=C1F)F)F)F)F)(C1=C(C(=C(C(=C1F)F)F)F)F)C1=C(C(=C(C(=C1F)F)F)F)F)F)F)F)F.C[NH+](CCCCCCCCCCCCCC)CCCCCCCCCCCCCC methyl-di(tetradecyl)ammonium tetrakis(pentafluorophenyl)borate